FC=1C(=C(SC1CC(C)C)S(=O)(=O)N)C1=CC=C(C=C1)CN1C(=NC=C1)C(F)(F)F 4-fluoro-5-isobutyl-3-(4-((2-(trifluoromethyl)-1H-imidazol-1-yl)methyl)phenyl)thiophene-2-sulfonamide